C1(CC1)OC1=CC=C(C=C1)C[C@@H](C(=O)O)NC([C@H](C)NC(CN1CCOCC1)=O)=O (S)-3-(4-cyclopropyloxyphenyl)-2-((S)-2-(2-morpholinoacetamido)propionamido)propionic acid